(R)-3-(1-((6-(1-acetyl-4-methoxypiperidin-4-yl)-7-methoxy-2-methylquinazolin-4-yl)amino)ethyl)-2-methylbenzonitrile C(C)(=O)N1CCC(CC1)(OC)C=1C=C2C(=NC(=NC2=CC1OC)C)N[C@H](C)C=1C(=C(C#N)C=CC1)C